3-isopropyl-5,6,7,8-tetrahydro-[1,2,4]triazolo[4,3-a]pyridine-7-carbaldehyde C(C)(C)C1=NN=C2N1CCC(C2)C=O